4-[5-[amino(cyano)methyl]pyridin-2-yl]-3-(5-cyclopropyl-2-methylpyrazol-3-yl)oxybenzonitrile NC(C=1C=CC(=NC1)C1=C(C=C(C#N)C=C1)OC=1N(N=C(C1)C1CC1)C)C#N